N1=C2N(C=C1C=1C=C(C=CC1OC1=CC=C(C=C1)C(F)(F)F)S(=O)(=O)NC)CCC2 3-(6,7-Dihydro-5H-pyrrolo[1,2-a]imidazol-2-yl)-N-methyl-4-(4-(trifluoromethyl)phenoxy)benzenesulfonamide